4-chloro-3-iodo-1H-pyrazolo[3,4-d]pyrimidine ClC1=C2C(=NC=N1)NN=C2I